5-(2-fluoro-4-isocyanato-6-(2H-tetrazol-5-yl)phenyl)-2-(trifluoromethyl)pyridine FC1=C(C(=CC(=C1)N=C=O)C=1N=NNN1)C=1C=CC(=NC1)C(F)(F)F